3-allylphenethylamine phosphate P(=O)(O)(O)O.C(C=C)C=1C=C(CCN)C=CC1